(3S)-3-(hydroxymethyl)-5-oxopiperazine-1-carboxylic acid tert-butyl ester C(C)(C)(C)OC(=O)N1C[C@H](NC(C1)=O)CO